OC(CCCCC(=O)[O-])CCCCCC 6-Hydroxydodecanoate